COC=1C=C(/C=C/C2=C(C(NC(N2)=S)=O)C#N)C=CC1 (E)-6-(3-methoxystyryl)-4-oxo-2-thioxo-1,2,3,4-tetrahydropyrimidine-5-carbonitrile